NC1=NC(=C2N=CN(C2=N1)[C@H]1[C@@H]([C@@H]([C@H](O1)CO[P@](=O)(OC1=CC=CC=C1)N[C@H](C)C(=O)OC(C)C)O)O)NO isopropyl ((S)-(((2R,3S,4R,5R)-5-(2-amino-6-(hydroxyamino)-9H-purin-9-yl)-3,4-dihydroxytetrahydrofuran-2-yl)methoxy)(phenoxy)phosphoryl)-D-alaninate